N-(6-(2-chloro-5-fluorophenyl)pyridazin-3-yl)-2-(3,3-dimethylbutyl)-2-azaspiro[3.3]heptan-6-amine ClC1=C(C=C(C=C1)F)C1=CC=C(N=N1)NC1CC2(CN(C2)CCC(C)(C)C)C1